(2R)-N-[2-(1-benzylpiperidin-4-yl)ethyl]-2-methyl-4-[2-(trifluoromethyl)pyrimidin-5-yl]piperazine-1-carboxamide C(C1=CC=CC=C1)N1CCC(CC1)CCNC(=O)N1[C@@H](CN(CC1)C=1C=NC(=NC1)C(F)(F)F)C